rac-N-({4-amino-3-methyl-1H,3H-furo[3,4-c]quinolin-7-yl}methyl)-6-cyclopropoxy-N-(2-methanesulfonylpyridin-3-yl)pyridine-3-carboxamide NC1=NC=2C=C(C=CC2C2=C1[C@H](OC2)C)CN(C(=O)C=2C=NC(=CC2)OC2CC2)C=2C(=NC=CC2)S(=O)(=O)C |r|